FC1=CC=C(C=C1)C=1C=C2C=CN(C2=C(C1)C(=O)N[C@@H](C)C1=CC=C(C(=O)O)C=C1)CC1=CC=C(C=C1)C(F)(F)F (S)-4-(1-(5-(4-fluorophenyl)-1-(4-(trifluoromethyl)benzyl)-1H-indole-7-carboxamido)ethyl)benzoic acid